3,10-methanocyclopropa[g]pyrido[1,2-b][1,2,5]triazonine-6-carboxamide C=1C2=CN3C=C4N(N(CC21)C3)C=C(C=C4)C(=O)N